N-(5-(3-(3-ethoxypropyl)ureido)benzo[d]thiazol-2-yl)benzenesulfonamide C(C)OCCCNC(NC=1C=CC2=C(N=C(S2)NS(=O)(=O)C2=CC=CC=C2)C1)=O